N-benzyl-N'-phenylurea C(C1=CC=CC=C1)NC(=O)NC1=CC=CC=C1